NC=1C(=C(C=C2C=C(N=CC12)NC(=O)[C@@H]1[C@H]([C@H]1C)C1=CN=CN1)C=1C=NC=CC1C)F (1S,2S,3R)-N-[8-amino-7-fluoro-6-(4-methylpyridin-3-yl)isoquinolin-3-yl]-2-(1H-imidazol-5-yl)-3-methylcyclopropane-1-carboxamide